methyl 3-[[4-[2-(benzyloxymethyl)-6-methyl-phenyl]-6-chloro-pyrimidin-2-yl]sulfamoyl]benzoate C(C1=CC=CC=C1)OCC1=C(C(=CC=C1)C)C1=NC(=NC(=C1)Cl)NS(=O)(=O)C=1C=C(C(=O)OC)C=CC1